C(CC)C(C(=O)OCC1CO1)=C glycidyl 2-propylprop-2-enoate